C(C)(C)C1=CC=C(C=C1)C1=CC(=NC=C1)CNC1CCCCCC1 ((4-(4-isopropylphenyl)pyridin-2-yl)methyl)cycloheptylamine